4-((1-ethynylcyclopropyl)amino)-5-methoxy-1-(pyridin-3-yl)-7-(trifluoromethyl)quinazolin-2(1H)-one C(#C)C1(CC1)NC1=NC(N(C2=CC(=CC(=C12)OC)C(F)(F)F)C=1C=NC=CC1)=O